(Z)-2-chloro-5-((2,5-dibromothiophene-3-yl)methylene)-4H-cyclopenta[b]thiophene-4,6(5H)-dione ClC1=CC2=C(S1)C(\C(\C2=O)=C/C2=C(SC(=C2)Br)Br)=O